CC(C#N)(C)C1=NC(=CC=C1)C 2-methyl-2-(6-methylpyridin-2-yl)propionitrile